ClC1=C(C(=CC=C1)OC)C1=CC=2N(C=C1)C=C(N2)CCO 2-(7-(2-chloro-6-methoxyphenyl)imidazo[1,2-a]pyridin-2-yl)ethan-1-ol